FC(C1=CC=CC(=N1)NC(=O)C1=CC2=CN(N=C2C=C1OC)CCC(C)(C)OC)F N-(6-(difluoromethyl)pyridin-2-yl)-6-methoxy-2-(3-methoxy-3-methylbutyl)-2H-indazole-5-carboxamide